2,2-difluoro-2-[3-({2-fluoro-3-[(methylsulfamoyl)amino]phenyl}methyl)-2-oxo-3,4-dihydro-2H-1,3-benzoxazin-7-yl]-N,N-dimethylacetamide FC(C(=O)N(C)C)(C1=CC2=C(CN(C(O2)=O)CC2=C(C(=CC=C2)NS(NC)(=O)=O)F)C=C1)F